ClC1=C(C(=C(N=N1)N)C)C 6-chloro-4,5-dimethylpyridazin-3-amine